(Oxan-2-yl) ethylbenzoate C(C)C1=C(C(=O)OC2OCCCC2)C=CC=C1